1,3-dibenzyl-glycerol C(C1=CC=CC=C1)OCC(O)COCC1=CC=CC=C1